4-(4-tert-butylphenyl)sulfonylmorpholin C(C)(C)(C)C1=CC=C(C=C1)S(=O)(=O)N1CCOCC1